ClC1=CC(=NC=N1)C1=CC(=C(CNC(OC(C)(C)C)=O)C=C1)C tert-butyl 4-(6-chloropyrimidin-4-yl)-2-methylbenzylcarbamate